(S)-2-((S)-3,3-Difluorocyclopentyl)-N-(5-(isopropylthio)-1,3,4-thiadiazol-2-yl)-2-(4-(2-methyl-2H-tetrazol-5-yl)phenyl)acetamide FC1(C[C@H](CC1)[C@H](C(=O)NC=1SC(=NN1)SC(C)C)C1=CC=C(C=C1)C=1N=NN(N1)C)F